C12(CC3CC(CC(C1)C3)C2)CCCC=O 4-((1S,3R,5S)-adamantan-1-yl)butanal